6-(6-chloro-4-(piperidin-3-yl)pyridin-2-yl)-N-methylpyrimidine-4-carboxamide ClC1=CC(=CC(=N1)C1=CC(=NC=N1)C(=O)NC)C1CNCCC1